ethyl 2-(2-((7-(2-((1,1-dimethylethylsulfinamido)methyl)pyridin-4-yl)benzofuran-5-yl)methoxy)-4-(trifluoromethyl)phenyl)acetate CC(C)(S(=O)NCC1=NC=CC(=C1)C1=CC(=CC=2C=COC21)COC2=C(C=CC(=C2)C(F)(F)F)CC(=O)OCC)C